tert-butyl ((perfluorophenyl)sulfonyl)-D-prolinate FC1=C(C(=C(C(=C1F)F)F)F)S(=O)(=O)N1[C@H](CCC1)C(=O)OC(C)(C)C